CC1=CC(=NC=2N1C(=NN2)SCC(=O)C2=CC=C(S2)CNC(C)=O)C N-((5-(2-((5,7-dimethyl-[1,2,4]triazolo[4,3-a]pyrimidin-3-yl)thio)acetyl)thiophen-2-yl)methyl)acetamide